3-Fluoro-5-(4-(1,1,1,3,3,3-hexafluoro-2-hydroxypropan-2-yl)phenyl)pyridinecarbaldehyde FC=1C(=NC=C(C1)C1=CC=C(C=C1)C(C(F)(F)F)(C(F)(F)F)O)C=O